S1C=NC2=C1C=CC(=C2)NC2=CC=NC1=CC=C(C=C21)C2=C(C=C(C=C2)C(=O)N2CCN(CC2)CCF)F (4-(4-(benzo[d]thiazol-5-ylamino)quinolin-6-yl)-3-fluorophenyl)(4-(2-fluoroethyl)piperazin-1-yl)methanone